C1(CC1)C1=C(C=NC=C1)S(=O)(=N)C1=CC=C(C(=O)NC2=C(C=CC(=C2)C2=CC=C(C=C2)F)NC(OC(C)(C)C)=O)C=C1 tert-butyl N-[2-[[4-[(4-cyclopropyl-3-pyridyl)sulfonimidoyl]benzoyl]amino]-4-(4-fluorophenyl)phenyl]carbamate